[C@@H]12OC[C@@H](N(C1)C(=O)C1=CC=C(C=3OCCOC31)NC3=CC(=C1C(=N3)NC=C1C(F)(F)F)NC)C2 ((1S,4S)-2-oxa-5-azabicyclo[2.2.1]heptan-5-yl)(8-((4-(methylamino)-3-(trifluoromethyl)-1H-pyrrolo[2,3-b]pyridin-6-yl)amino)-2,3-dihydrobenzo[b][1,4]dioxin-5-yl)methanone